(5-Methyl-2-(2-(4-methylpiperazin-1-yl)ethoxy)benzyl)benzonitrile dihydrochloride Cl.Cl.CC=1C=CC(=C(CC2=C(C#N)C=CC=C2)C1)OCCN1CCN(CC1)C